C(C1=CC=CC=C1)C(CCCCCCCCCCC)(C(C)(C)Cl)CC1=CC=CC=C1 dibenzyl-dimethyl-dodecyl-methyl chloride